N-[[6-[[[(1R,2S,4S)-norbornan-2-yl]methylamino]methyl]imidazo[1,2-a]pyridin-2-yl]methyl]-4-oxo-pyrido[1,2-a]pyrimidine-2-carboxamide [C@@H]12[C@H](C[C@@H](CC1)C2)CNCC=2C=CC=1N(C2)C=C(N1)CNC(=O)C=1N=C2N(C(C1)=O)C=CC=C2